2-methoxy-6-(1H-pyrazol-4-yl)pyrazine COC1=NC(=CN=C1)C=1C=NNC1